dodecyl tetracontanoate C(CCCCCCCCCCCCCCCCCCCCCCCCCCCCCCCCCCCCCCC)(=O)OCCCCCCCCCCCC